C(C1=CC=CC=C1)C1=CC=C(C=C1)C1=C(C=CC=C1)C1=NC=CC=C1 2-(4'-Benzyl-[1,1'-biphenyl]-2-yl)pyridine